2-(3-Chlorophenyl)-2-methyl-1-phenylpropyl ((2S)-1-((4-amino-1-(5,5-dimethyl-2-oxopyrrolidin-3-yl)-3,4-dioxobutan-2-yl) amino)-4-methyl-1-oxopentan-2-yl)carbamate NC(C(C(CC1C(NC(C1)(C)C)=O)NC([C@H](CC(C)C)NC(OC(C(C)(C)C1=CC(=CC=C1)Cl)C1=CC=CC=C1)=O)=O)=O)=O